4-([1,1'-biphenyl]-3-yl)-N-(1-azabicyclo[3.2.2]non-4-yl)piperazine-1-carboxamide C1(=CC(=CC=C1)N1CCN(CC1)C(=O)NC1CCN2CCC1CC2)C2=CC=CC=C2